trans-1,2,3,3,3-pentafluoroprop-1-ene FC=C(C(F)(F)F)F